tert-butyl 2,2-dimethyl-4-oxobutanoate CC(C(=O)OC(C)(C)C)(CC=O)C